1-([1,1'-biphenyl]-4-yl)-4,6-dichloro-1,3,5-triazine C1(=CC=C(C=C1)N1CN=C(N=C1Cl)Cl)C1=CC=CC=C1